C(C)(C)(C)C=1C=C(C=CC1)C12CCN(CC2C1)C(=O)C1CC2(C1)NC(OC2)=O (rac)-(2s,4s)-2-(6-(3-(tert-Butyl)phenyl)-3-azabicyclo[4.1.0]heptane-3-carbonyl)-7-oxa-5-azaspiro[3.4]octan-6-one